Chloroform-d1 C(Cl)(Cl)(Cl)[2H]